O[C@@H](CCC)C1=CC(=C(C=N1)C1=NC=C2C=C(N=CC2=C1)NC(=O)C1(COC1)C)C N-(7-{6-[(1S)-1-hydroxybutyl]-4-methylpyridin-3-yl}-2,6-naphthyridin-3-yl)-3-methyloxetane-3-carboxamide